N1=C(C=NC=C1)C=1C=CC=C(C1)O 5-(pyrazin-2-yl)phenol